COC1=CC=C(CN(C=2N=C(C3=C(C=NNC3=O)N2)NC(C)CCC)CC2=CC=C(C=C2)OC)C=C1 2-(Bis(4-methoxybenzyl)amino)-4-(pentan-2-ylamino)pyrimido[4,5-d]pyridazin-5(6H)-one